3-chloro-5-((1-hydroxy-2-methylpropan-2-yl)amino)-N-(6-(piperidin-1-ylsulfonyl)pyridin-2-yl)pyrazine-2-carboxamide ClC=1C(=NC=C(N1)NC(CO)(C)C)C(=O)NC1=NC(=CC=C1)S(=O)(=O)N1CCCCC1